3,6-dimethyl-2,3,3a,4,5,7a-hexahydro-1-benzofuran-2-one CC1C(OC2C1CCC(=C2)C)=O